C(C)(C)C1=NC(=NC(=N1)C(C)C)C1=CC=C(C=C1)Cl 2,4-diisopropyl-6-p-chlorophenyl-1,3,5-triazine